NC1=NC(=NC=C1)NC1=NC=C(C(=N1)NCC=1C(=NC=CC1)N(S(=O)(=O)C)C)C(F)(F)F N-{3-[({2-[(4-aminopyrimidin-2-yl)amino]-5-(trifluoromethyl)pyrimidin-4-yl}amino)methyl]pyridin-2-yl}-N-methylmethane-sulfonamide